C(C=C)(=O)N1C[C@@H]2COC3=C(C(N2CC1)=O)C(=NC(=C3Cl)C3=C(C=CC=C3O)F)N3C(C(CC3)OC)(C)C (6aR)-8-acryloyl-4-chloro-3-(2-fluoro-6-hydroxyphenyl)-1-(3-methoxy-2,2-dimethylpyrrolidin-1-yl)-6,6a,7,8,9,10-hexahydro-12H-pyrazino[2,1-c]pyrido[3,4-f][1,4]oxazepin-12-one